(3,5-Di-Tert-Butyl-4-Hydroxybenzyl)Trioctylphosphonium Bromide [Br-].C(C)(C)(C)C=1C=C(C[P+](CCCCCCCC)(CCCCCCCC)CCCCCCCC)C=C(C1O)C(C)(C)C